2-(2-(N-(4-methoxybenzyl)cyclopropanesulfonylamino)pyrimidin-4-yl)-3-methylbutanoic acid methyl ester COC(C(C(C)C)C1=NC(=NC=C1)N(CC1=CC=C(C=C1)OC)S(=O)(=O)C1CC1)=O